COC1=CC=C(C=C1)N(C([C@H](CC1=CC=CC=C1)NC(CNS(=O)(=O)C1=CC=C(C=C1)C)=O)=O)C (S)-N-(4-methoxyphenyl)-N-methyl-2-(2-((4-methylphenyl)sulfonamido)acetamido)-3-phenylpropanamide